NC1=C2C(=NC=N1)N(N=C2C2=CC=C(C=C2)OC2=CC=CC=C2)CCNS(=O)(=O)C2=C(C(=C(C(=C2OCF)F)F)F)F N-(2-(4-amino-3-(4-phenoxyphenyl)-1H-pyrazolo[3,4-d]pyrimidin-1-yl)ethyl)-2,3,4,5-tetrafluoro-6-(fluoromethoxy)benzenesulfonamide